C(C)(C)N1C(=NC(=C1)C(F)(F)F)C1=CC(=C(C=O)C=C1)\C=C\OC (E)-4-(1-isopropyl-4-(trifluoromethyl)-1H-imidazol-2-yl)-2-(2-methoxyvinyl)benzaldehyde